C1CC(CC1)CCC(=O)O.CC(C(C1=CC(=CC=C1)C)=NNC=O)C N'-(2-methyl-1-(3-methylphenyl)-propylidene)formhydrazide 3-cyclopentanepropanoate